ClC1=C(C=CC=C1)N(C(C)=O)C1=NC=CC(=C1)NC(CC1=C(C=CC=C1)Cl)=O N-(2-chlorophenyl)-N-{4-[2-(2-chlorophenyl)acetamido]pyridin-2-yl}acetamide